octadecyl-trimethyl-ammonium chloride [Cl-].C(CCCCCCCCCCCCCCCCC)[N+](C)(C)C